NC1=C(C=C(C=N1)NC(C(=O)N1C(CCC(C1)C)C=1SC(=CC1)C1=CC=NN1C1OCCCC1)=O)C N-(6-amino-5-methylpyridin-3-yl)-2-(5-methyl-2-(5-(1-(tetrahydro-2H-pyran-2-yl)-1H-pyrazol-5-yl)thiophen-2-yl)piperidin-1-yl)-2-oxoacetamide